N(=[N+]=[N-])CC(COS(=O)(=O)O)(C)S(=O)(=O)C1(CC1)CN1C(C2=C(CC1)C(=NN2C)C(=O)OCC)=O ethyl 6-((1-((1-azido-2-methyl-3-(sulfooxy)propan-2-yl)sulfonyl)cyclopropyl)methyl)-1-methyl-7-oxo-4,5,6,7-tetrahydro-1H-pyrazolo[3,4-c]pyridine-3-carboxylate